C(C1=CC=CC=C1)OC1=CC(=CC=2OC(OC(C21)=O)(C)C)C(F)F 5-(Benzyloxy)-7-(difluoromethyl)-2,2-dimethyl-4H-benzo[d][1,3]dioxin-4-one